ClC1=C(C(=CC=2C3=C(C=NC12)[C@@H](N[C@H]3C)CNC(CO)=O)OC)Cl N-(((1S,3R)-6,7-dichloro-8-methoxy-1-methyl-2,3-dihydro-1H-pyrrolo[3,4-c]quinolin-3-yl)methyl)-2-hydroxyacetamide